2-chloro-6-methoxy-4-(4,4,5,5-tetramethyl-1,3,2-dioxaborolan-2-yl)benzaldehyde ClC1=C(C=O)C(=CC(=C1)B1OC(C(O1)(C)C)(C)C)OC